4-(furan-2-yl)-6-{5-[(piperidin-4-yl)methoxy]-2-[(pyridin-4-yl)methyl]-1H-1,3-benzodiazol-1-yl}pyrimidin-2-amine O1C(=CC=C1)C1=NC(=NC(=C1)N1C(=NC2=C1C=CC(=C2)OCC2CCNCC2)CC2=CC=NC=C2)N